copper zinc silicon dioxide [Si](=O)=O.[Zn].[Cu]